2,5-dimethyl-anisole tert-butyl-(2-oxo-2-(1H-pyrazole-1-carboximidamido)ethyl)carbamate C(C)(C)(C)N(C(O)=O)CC(NC(=N)N1N=CC=C1)=O.CC1=C(C=C(C=C1)C)OC